Dimethyl-3-ethenylbenzol CC1=C(C=CC=C1C=C)C